pyridazine-3-carbonitrile N1=NC(=CC=C1)C#N